N-t-butoxycarbonyl-11-aminoundecanoic acid C(C)(C)(C)OC(=O)NCCCCCCCCCCC(=O)O